FC=1C=C2C(N(C(=NC2=CC1)NC=1C=NC=C(C1)F)C1=C(C=CC=C1)C)=O 6-fluoro-2-((5-fluoropyridin-3-yl)amino)-3-(o-toluyl)quinazolin-4(3H)-one